C(CCCCCCC\C=C/CCCCCCCC)(=O)OCC(OC(CCCCCCC\C=C/CCCCCCCC)=O)COC(CCCCCCC\C=C/CCCCCCCC)=O Glycerol Trioleate